CN1N=C(C(=C1)C1=CC=C(N=N1)OCC1C[C@@H]2[C@@H](CN(C2)CC2=NC=CC=C2C)C1)C (3aR,6aS)-5-[[6-(1,3-dimethylpyrazol-4-yl)pyridazin-3-yl]oxymethyl]-2-[(3-methyl-2-pyridyl)methyl]-3,3a,4,5,6,6a-hexahydro-1H-cyclopenta[c]pyrrole